COC=1C=C2C=CC=C(C2=CC1)C=C 6-methoxy-1-vinyl-naphthalene